trimethyl-N-{2-[2-(trifluoromethyl)phenyl]ethyl}benzene-1-sulfonamide CC1=C(C(=C(C=C1)S(=O)(=O)NCCC1=C(C=CC=C1)C(F)(F)F)C)C